FC(N1N=CC(=C1)N1C=C(C=CC1=O)C(=O)O)F 1-[1-(Difluoromethyl)pyrazol-4-yl]-6-oxo-pyridine-3-carboxylic acid